(5-(1,3-dioxolan-2-yl)-2-methoxy-2',6'-dimethyl-[1,1'-biphenyl]-3-yl)methanol O1C(OCC1)C=1C=C(C(=C(C1)C1=C(C=CC=C1C)C)OC)CO